2-((1S,4S)-4-Hydroxy-4-((piperidin-4-ylmethoxy)methyl)cyclohexyl)-6-methoxy-2H-indole OC1(CCC(CC1)C1N=C2C=C(C=CC2=C1)OC)COCC1CCNCC1